C(C)(C)(C)OC(=O)N1N=CC(=C1)CO 4-(hydroxymethyl)pyrazole-1-carboxylic acid tert-butyl ester